silver(1+) dibenzyl phosphate P(=O)(OCC1=CC=CC=C1)(OCC1=CC=CC=C1)[O-].[Ag+]